5-(tert-butyl) 6-methyl (3R,6S)-1,1-difluoro-5-azaspiro[2.4]heptane-5,6-dicarboxylate FC1(C[C@]12CN([C@@H](C2)C(=O)OC)C(=O)OC(C)(C)C)F